C1=C(C=CC2=CC=CC=C12)N(C1=CC2=CC=CC=C2C=C1)C1=CC=C(C=C1)C1(C2=CC=CC=C2C=2C=CC=CC12)C1=CC=C(C=C1)N(C1=CC2=CC=CC=C2C=C1)C1=CC2=CC=CC=C2C=C1 9,9-bis[4-(N,N-bis(naphthalen-2-yl)amino)phenyl]-9H-fluorene